rhodium-lanthanum [La].[Rh]